C12C(CC(C=C1)C2)CCCCCN2C(C(=C(C2=O)C)C)=O 1-(5-(bicyclo[2.2.1]hept-5-en-2-yl)pentyl)-3,4-dimethyl-1H-pyrrole-2,5-dione